2,2'-(propane-2,2-diylbis(sulfanediyl))bis(ethane-1-ol) CC(C)(SCCO)SCCO